(1R,2S)-2-(3-((E)-4-((1-oxa-7-azaspiro[3.5]nonan-7-yl)methyl)styryl)-1H-indazol-6-yl)-5'-methoxyspiro[cyclopropan-1,3'-indolin]-2'-one O1CCC12CCN(CC2)CC2=CC=C(/C=C/C1=NNC3=CC(=CC=C13)[C@@H]1C[C@@]13C(NC1=CC=C(C=C31)OC)=O)C=C2